BrC=1C=NN(C1)CC1(CC1)O 1-[(4-bromo-1H-pyrazol-1-yl)methyl]cyclopropan-1-ol